(E)-5,8,11,14,17,20-docosahexaenoic acid C(CCC\C=C\CC=CCC=CCC=CCC=CCC=CC)(=O)O